benzyl-1-(2-hydroxyethyl)-2-imidazolinium chloride [Cl-].C(C1=CC=CC=C1)[N+]1(C=NCC1)CCO